nickel tetramethyl-1,3-propanediamine chloride [Cl-].CC(CC(N)(C)C)(N)C.[Ni+2].[Cl-]